C(C)(C)S(=O)(=O)C1=CC=C(C=C1)C1=CSC2=C1N=C(N=C2N2[C@@H](COCC2)C)C2=C1C(=NC=C2)NC=C1 (R)-4-(7-(4-isopropylsulfonylphenyl)-2-(1H-pyrrolo[2,3-b]pyridin-4-yl)thieno[3,2-d]pyrimidin-4-yl)-3-methylmorpholine